ClC=1C=C(C#N)C=C(C1)[C@H](CN1C[C@H]([C@@H](C1)C)COC1=CC=C(C=C1)S(=O)(=O)C)O 3-chloro-5-[(1R)-1-hydroxy-2-[(3s,4s)-3-[(4-methylsulfonylphenoxy)methyl]-4-methylpyrrolidin-1-yl]ethyl]benzonitrile